5-chloro-2-methyl-N-((1r,4r)-4-((3-(3-morpholinophenyl)-2-oxo-2,3-dihydro-1H-benzo[d]imidazol-1-yl)methyl)cyclohexyl)nicotinamide ClC=1C=NC(=C(C(=O)NC2CCC(CC2)CN2C(N(C3=C2C=CC=C3)C3=CC(=CC=C3)N3CCOCC3)=O)C1)C